(R)-10-((2-(2-oxa-6-azaadamantan-6-yl)-5-chloropyrimidin-4-yl)amino)-2-cyclopropyl-7-methyl-1,2,3,4-tetrahydro-[1,4]oxazepino[2,3-c]quinolin-6(7H)-one C12OC3CC(N(C(C1)C3)C3=NC=C(C(=N3)NC3=CC=1C4=C(C(N(C1C=C3)C)=O)OCC[C@@H](N4)C4CC4)Cl)C2